NC1CN(CC1)C1=CC=C(C=C1)NC1=NC=CC(=C1)OC1=C(N=C(S1)CC)C1=CC=CC=C1 N-(4-(3-aminopyrrolidin-1-yl)phenyl)-4-((2-ethyl-4-phenylthiazol-5-yl)oxy)pyridin-2-amine